N1C=CC2=CC=C(C=C12)C=1C=C(C=C(C1)C1=NC=CC(=C1)C1=CC=2C(NCCC2N1)=O)N1CCN(CC1)C(=O)OC(C)(C)C tert-butyl 4-[3-(1H-indol-6-yl)-5-[4-(4-oxo-1,5,6,7-tetrahydropyrrolo[3,2-c]pyridin-2-yl)-2-pyridyl]phenyl]piperazine-1-carboxylate